FC=1C=C(C=CC1F)[C@H](C(F)(F)F)N(S(=O)(=O)N1CCOCC1)C (R)-N-(1-(3,4-difluorophenyl)-2,2,2-trifluoroethyl)-N-methylmorpholine-4-sulfonamide